ethylene diammonium salt [NH4+].[NH4+].C=C